O1C(CNCNC(CCCCCCC1)=O)=O 1-oxa-4,6-diazacyclotetradecane-2,7-dione